4-(4-(3-aminoazepan-1-yl)-6-chloro-8-fluoro-2-(((S)-1-methylpyrrolidin-2-yl)meth-oxy)quinazolin-7-yl)benzo[d]thiazol-2-amine NC1CN(CCCC1)C1=NC(=NC2=C(C(=C(C=C12)Cl)C1=CC=CC2=C1N=C(S2)N)F)OC[C@H]2N(CCC2)C